N-((1R,2R,4S)-7-(4-methoxybenzyl)-7-azabicyclo[2.2.1]heptan-2-yl)pyrrolidine-3-carboxamide COC1=CC=C(CN2[C@H]3[C@@H](C[C@@H]2CC3)NC(=O)C3CNCC3)C=C1